2-fluoro-α-bromoacetophenone FC(C(=O)C1=CC=CC=C1)Br